C(C1=CC=CC=C1)C=1C=NC(=NC1)C1CN(CC1)C=1C=NN2C1C=NC(=C2)C=2C=NN(C2)C 3-(3-(5-benzylpyrimidin-2-yl)pyrrolidin-1-yl)-6-(1-methyl-1H-pyrazol-4-yl)pyrazolo[1,5-a]pyrazine